6-(4,4,5,5-Tetramethyl-1,3,2-dioxaborolan-2-yl)-4-(trifluoromethyl)isoindolin-1-one CC1(OB(OC1(C)C)C1=CC(=C2CNC(C2=C1)=O)C(F)(F)F)C